1-cyclohexyl-2-(4-fluorobenzyl)-1,6-dihydrodipyrrolo[2,3-b:2',3'-d]pyridine C1(CCCCC1)N1C(=CC=2C1=C1C(=NC2)NC=C1)CC1=CC=C(C=C1)F